CC=1N(C2=C(C=NC(=C2C2=CC=CC=C2)C)N1)CC1=NC=C(C=C1)SC 2,6-dimethyl-1-((5-(methylthio)pyridin-2-yl)methyl)-7-phenyl-1H-imidazo[4,5-c]pyridine